N1,N4-dicyclohexyl-terephthalamide C1(CCCCC1)NC(C1=CC=C(C(=O)NC2CCCCC2)C=C1)=O